tert-butyl ((5-((R)-1-((1S,3S,5R)-5-((2-azidoethoxy)methyl)-2-((4-phenoxybutanoyl)glycyl)-2-azabicyclo[3.1.0]hexane-3-carboxamido)ethyl)thiophen-3-yl)(imino)methyl)carbamate N(=[N+]=[N-])CCOC[C@@]12C[C@H](N([C@H]2C1)C(CNC(CCCOC1=CC=CC=C1)=O)=O)C(=O)N[C@H](C)C1=CC(=CS1)C(=N)NC(OC(C)(C)C)=O